N-(4-(3-(4,4-Difluoropiperidin-1-yl)-5-methylphenoxy)-5-(6-azaspiro[2.5]octan-6-yl)quinazolin-7-yl)-2-hydroxyethane-1-sulfonamide FC1(CCN(CC1)C=1C=C(OC2=NC=NC3=CC(=CC(=C23)N2CCC3(CC3)CC2)NS(=O)(=O)CCO)C=C(C1)C)F